2-hydroxy-propyl methacrylate C(C(=C)C)(=O)OCC(C)O